O=C1N(C=CC2=C(C=NC=C12)N1CC(C1)C1=CC=NC=C1)CC=1N=C2N(C=C(C=C2)C=O)C1 2-({1-oxo-5-[3-(pyridin-4-yl)azetidin-1-yl]-1,2-dihydro-2,7-naphthyridin-2-yl}methyl)imidazo[1,2-a]pyridine-6-carbaldehyde